oxo-N-[2-(2-phenyl-1H-indol-3-yl)ethyl]nonanamide O=C(C(=O)NCCC1=C(NC2=CC=CC=C12)C1=CC=CC=C1)CCCCCCC